(S)-tert-Butyl (1-(4-(7-chloroquinolin-4-yl)-2-(trifluoromethyl)phenoxy)-2,4-dimethylpentan-2-yl)carbamate ClC1=CC=C2C(=CC=NC2=C1)C1=CC(=C(OC[C@@](CC(C)C)(C)NC(OC(C)(C)C)=O)C=C1)C(F)(F)F